2-(thien-3-yl)propan-1-ol S1C=C(C=C1)C(CO)C